5-(2-amino-5-chlorophenyl)-3-phenyl-1H-1,2,4-triazole NC1=C(C=C(C=C1)Cl)C1=NC(=NN1)C1=CC=CC=C1